3,5-diaminophenoxyethanol NC=1C=C(OC(C)O)C=C(C1)N